2-chloro-6-(oxetan-3-yl)-5H-pyrrolo[3,4-b]pyridin-7-one ClC1=CC=C2C(=N1)C(N(C2)C2COC2)=O